6-(6-Chloro-2,5-dimethylpyrimidin-4-yl)-3-(6-fluoropyridin-3-yl)-5,6,7,8-tetrahydro-1,6-naphthyridine ClC1=C(C(=NC(=N1)C)N1CC=2C=C(C=NC2CC1)C=1C=NC(=CC1)F)C